5-((3-(trans-3-(3-cyclopropyl-4-(6-morpholinopyridin-2-yl)-1H-pyrazol-1-yl)cyclobutyl)propyl)amino)-2-(2,6-dioxopiperidin-3-yl)isoindoline-1,3-dione C1(CC1)C1=NN(C=C1C1=NC(=CC=C1)N1CCOCC1)[C@@H]1C[C@H](C1)CCCNC=1C=C2C(N(C(C2=CC1)=O)C1C(NC(CC1)=O)=O)=O